FC1=C(N)C=C(C(=C1)C=1C=NC(=CC1)OC)C(F)(F)F 2-Fluoro-4-(6-methoxypyridin-3-yl)-5-(trifluoromethyl)aniline